ClC1=NC=2C=CCC(C2C(=C1Cl)Br)(Br)Cl 2,3,5-trichloro-4,5-dibromoquinoline